N(=[N+]=[N-])CCC(=O)O 3-Azidopropionic acid